FC1=C(C(=C(C2=C(C(=C(C(=C12)F)F)F)F)F)F)[B-](C1=C(C2=C(C(=C(C(=C2C(=C1F)F)F)F)F)F)F)(C1=C(C2=C(C(=C(C(=C2C(=C1F)F)F)F)F)F)F)C1=C(C2=C(C(=C(C(=C2C(=C1F)F)F)F)F)F)F.C[NH+](C1=CC=C(C=C1)CCCCCCCCCCCCCCCCCCC)CCCCCCCCCCCCCC N-methyl-4-nonadecyl-N-tetradecyl-anilinium tetrakis(perfluoronaphthalen-2-yl)borate